[N+](=O)([O-])C1=NC(=NN1)C1=NN=CO1 5-(5-nitro-1H-1,2,4-triazol-3-yl)-1,3,4-oxadiazole